1,2,3,4-tetrahydro-β-carboline C1NCCC=2C3=CC=CC=C3NC12